3-((methylsulfonyl)oxy)-2-(((methylsulfonyl)oxy)methyl)pyrrolidine-1-carboxylate CS(=O)(=O)OC1C(N(CC1)C(=O)[O-])COS(=O)(=O)C